C1(CC1)C1=CC(=NN1)NC(C(C)C=1C=C(C=CC1)C1=C(C=C(C=C1)NC(C=C)=O)OC)=O N-(3'-(1-((5-cyclopropyl-1H-pyrazol-3-yl)amino)-1-oxopropan-2-yl)-2-methoxy-[1,1'-biphenyl]-4-yl)acrylamide